1,2,4-triazol-3-one trifluoroacetate salt FC(C(=O)O)(F)F.N1=NC(N=C1)=O